FC(C1(CC1)C=O)(F)F 1-(TRIFLUOROMETHYL)CYCLOPROPANECARBALDEHYDE